CCCCNC(=O)[C@@H]1[C@H]([C@H]([C@@H](O1)N2C=NC3=C(N=CN=C32)N)O)O The molecule is a monocarboxylic acid amide that is the butyl amide derivative of adenosine 5'-carboxylic acid. It is a member of adenosines and a monocarboxylic acid amide.